COC1=C(CC=2N(C=NN2)CCCC=2N=CN(C2)C(C2=CC=CC=C2)(C2=CC=CC=C2)C2=CC=CC=C2)C=CC=C1 5-(2-methoxybenzyl)-4-(3-(1-trityl-1H-imidazol-4-yl)propyl)-4H-1,2,4-triazol